C(C=C)OC(=O)C1=CC2=C(S1)C=CC(=C2)CP(=O)(OC2=CC=CC=C2)N2[C@@H](CCC2)C(=O)OC(C)C isopropyl (((2-((allyloxy)carbonyl) benzo[b]thiophen-5-yl)methyl)(phenoxy) phosphoryl)-L-prolinate